CC1=CN=C(N1COCC[Si](C)(C)C)SC1=CC=C(C(=O)OC)C=C1 methyl 4-[5-methyl-1-(2-trimethylsilylethoxymethyl)imidazol-2-yl]sulfanylbenzoate